6-oxo-1-(prop-2-yn-1-yl)-1,6-dihydropyridine-3-carbaldehyde O=C1C=CC(=CN1CC#C)C=O